NC=1C=C(C=NC1NC(CCNC1=NC=CC2=CC=C(C=C12)C1=NOC(=N1)C)=O)C(=O)OC methyl 5-amino-6-(3-{[7-(5-methyl-1,2,4-oxadiazol-3-yl)isoquinolin-1-yl]amino}propanamido)pyridine-3-carboxylate